tert-butyl (2S,5R)-5-(((tert-butyldiphenylsilyl)oxy)methyl)-2-((2-(4-chloro-2-fluorophenyl)propan-2-yl)carbamoyl)morpholine-4-carboxylate [Si](C1=CC=CC=C1)(C1=CC=CC=C1)(C(C)(C)C)OC[C@H]1CO[C@@H](CN1C(=O)OC(C)(C)C)C(NC(C)(C)C1=C(C=C(C=C1)Cl)F)=O